BrC=1C(NN=CC1O[C@H](COCCC(=O)N1CCN(CC1)C1=NC=C(C=N1)Cl)C)=O (S)-4-Bromo-5-((1-(3-(4-(5-chloropyrimidin-2-yl)piperazin-1-yl)-3-oxopropoxy)propan-2-yl)oxy)pyridazin-3(2H)-one